3-((3-((E)-4-(((2s,6r)-2,6-dimethylmorpholino)methyl)styryl)-1H-indazol-6-yl)methylene)-4-(2-fluorophenyl)pyrrolidin-2-one C[C@@H]1O[C@@H](CN(C1)CC1=CC=C(/C=C/C2=NNC3=CC(=CC=C23)C=C2C(NCC2C2=C(C=CC=C2)F)=O)C=C1)C